[C@H]12CC(C[C@@H]2O1)NC(OCC1=CC=CC=C1)=O benzyl ((1R,3r,5S)-6-oxabicyclo[3.1.0]hexan-3-yl)carbamate